2-bromo-3-fluoro-4-picoline BrC1=NC=CC(=C1F)C